3-Amino-2-chloro-5-fluoropyridine-4-carbaldehyde NC=1C(=NC=C(C1C=O)F)Cl